tert-Butyl 2-((((9H-fluoren-9-yl)methoxy) carbonyl)(methyl)amino)-3-(3-methoxyphenyl)propanoate C1=CC=CC=2C3=CC=CC=C3C(C12)COC(=O)N(C(C(=O)OC(C)(C)C)CC1=CC(=CC=C1)OC)C